2-(ethylthio)ethyl (4S,7R)-7-(2-methoxyphenyl)-2-methyl-5-oxo-4-(3-thienyl)-1,4,5,6,7,8-hexahydro-3-quinolinecarboxylate COC1=C(C=CC=C1)[C@H]1CC(C=2[C@@H](C(=C(NC2C1)C)C(=O)OCCSCC)C1=CSC=C1)=O